Chloro-3-isopropyl-N-(3-nitrophenyl)pyrazole ClC=1C(=NN(C1)C1=CC(=CC=C1)[N+](=O)[O-])C(C)C